potassium 1,2-naphthoquinone C1(C(C=CC2=CC=CC=C12)=O)=O.[K]